4-(2-(3-Amino-8-azabicyclo[3.2.1]oct-8-yl)-6-(2-fluoro-6-(trifluoromethyl)phenyl)quinazolin-4-yl)-2-fluorobenzonitrile NC1CC2CCC(C1)N2C2=NC1=CC=C(C=C1C(=N2)C2=CC(=C(C#N)C=C2)F)C2=C(C=CC=C2C(F)(F)F)F